N-(4-{[6-(5-chloro-2-fluorophenyl)-3-[(2-hydroxyethyl)sulfanyl]pyridazin-4-yl]amino}pyridin-2-yl)-3-(4-methylpiperazin-1-yl)cyclopentane-1-carboxamide ClC=1C=CC(=C(C1)C1=CC(=C(N=N1)SCCO)NC1=CC(=NC=C1)NC(=O)C1CC(CC1)N1CCN(CC1)C)F